N-{3-[4-(6-ethoxypyridin-3-yl)-6-oxo-1,6-dihydropyrimidin-2-yl]-4-methylbenzyl}isobutyramide 3,4-dimethylphenylacetate CC=1C=C(C=CC1C)CC(=O)O.C(C)OC1=CC=C(C=N1)C=1N=C(NC(C1)=O)C=1C=C(CNC(C(C)C)=O)C=CC1C